N1-(2-(2-oxa-6-azaspiro[3.3]heptane-6-yl)ethyl)benzene-1,2-diamine C1OCC12CN(C2)CCNC=2C(=CC=CC2)N